N[C@H](C)C1=CC(=CC=2C(C(=C(OC21)C2=NC(=CC=C2)C(F)F)C)=O)C 8-[(1R)-1-aminoethyl]-2-[6-(difluoromethyl)-2-pyridinyl]-3,6-dimethyl-benzopyran-4-one